C(C)(C)(C)OC(C1=C(C(=CC=C1)C(CBr)=O)Br)=O bromo-3-(2-bromoacetyl)benzoic acid tert-butyl ester